N[C@@H](C(C)C)C(=O)O[C@H]1[C@@H](CN2CCC3=C([C@H]2C1)C=C(C(=C3)OC)OC)CC(C)C L-valine, (2R-3R,11bR)-1,3,4,6,7,11b-hexahydro-9,10-dimethoxy-3-(2-methylpropyl)-2H-benzo[a]quinolizin-2-yl ester